1,1-Di(t-hexylperoxy)cyclohexan C(C)(C)(CCC)OOC1(CCCCC1)OOC(C)(C)CCC